11-(3-Methylbutan-2-yl)-11-azatricyclo[6.2.1.02,7]undeca-2,4,6,9-tetraene hydrochloride Cl.CC(C(C)N1C2C3=CC=CC=C3C1C=C2)C